N1(CCCC1)C(=O)N pyrrolidoamide